NC=1C2=C(N=CN1)N(C(=C2C2=CC[C@@H](CC2)S(=O)(=O)N2CCCC2)C2=C(C=C(C=C2)NC(C(=C)C)=O)C)C (R)-N-(4-(4-amino-7-methyl-5-(4-(pyrrolidin-1-ylsulfonyl)cyclohex-1-en-1-yl)-7H-pyrrolo[2,3-d]pyrimidin-6-yl)-3-methylphenyl)methacrylamide